2-(acryloyloxy) ethyl hexahydrophthalate C(C1C(C(=O)OOC(C=C)=O)CCCC1)(=O)OCC